4-(6-(3-((1H-pyrazol-1-yl)methyl)-3-aminoazetidin-1-yl)pyridin-3-yl)-6-(2-hydroxy-2-methylpropoxy)pyrazolo[1,5-a]pyridine-3-carbonitrile N1(N=CC=C1)CC1(CN(C1)C1=CC=C(C=N1)C=1C=2N(C=C(C1)OCC(C)(C)O)N=CC2C#N)N